6-(1-((1,5-dimethyl-1H-pyrazol-4-yl)sulfonyl)piperidin-4-yl)-7-ethyl-[1,2,4]triazolo[1,5-a]pyridine CN1N=CC(=C1C)S(=O)(=O)N1CCC(CC1)C=1C(=CC=2N(C1)N=CN2)CC